ClC=1C=C(C=CC1)NC(=O)NC1=CC(=CC(=C1)OC)F 1-(3-chlorophenyl)-3-(3-fluoro-5-methoxyphenyl)urea